Methyl 2-((4-(dimethylcarbamoyl)benzyl)oxy)-5-(isoindolin-2-ylmethyl)-benzoate CN(C(=O)C1=CC=C(COC2=C(C(=O)OC)C=C(C=C2)CN2CC3=CC=CC=C3C2)C=C1)C